O.O.[K+].[K+].[K+].C(CN(CC(=O)[O-])CC(=O)[O-])N(CC(=O)O)CC(=O)[O-] Ethylenediaminetetraacetic acid tripotassium salt dihydrate